CC1=C(C(=O)OC)C=CC(=C1)C(NC1=NC=C(C=C1)NC1=NC(=CC=C1[N+](=O)[O-])C1=CC=CC=C1)=O methyl 2-methyl-4-((5-((3-nitro-6-phenylpyridin-2-yl)amino)pyridin-2-yl)carbamoyl)benzoate